N1=CNC2=NC(=CC=C21)N2[C@H](CCC2)C=2C(=NC=C(C2)F)OC[C@@H](C)N (R)-1-((3-((R)-1-(3H-imidazo[4,5-b]pyridin-5-yl)pyrrolidin-2-yl)-5-fluoropyridin-2-yl)oxy)propan-2-amine